NCC(C1=CC=CC=C1)(OC1CC1)C1=NC(=NC2=CC=C(C=C12)C=1C2=C(C(N(C1)C)=O)NC=C2)N2CCC(CC2)N2[C@H](CN[C@@H](C2)C)C 4-(4-(2-Amino-1-cyclopropoxy-1-phenylethyl)-2-(4-((2S,5R)-2,5-dimethylpiperazin-1-yl)piperidin-1-yl)quinazolin-6-yl)-6-methyl-1,6-dihydro-7H-pyrrolo[2,3-c]pyridin-7-one